4,4'-diaminodiphenyl-dimethylbiphenyl NC1=C(C(=C(C(=C1C1=CC=CC=C1)C1=CC=CC=C1)C1=CC=C(C=C1)N)C)C